[Si](C)(C)(C(C)(C)C)N1N=NC=C1 1-(t-butyldimethylsilyl)triazole